BrC1=CC=C2C(=NNC2=C1)C(=O)N(CC1=CC=C(C=C1)OC)C[C@H](C)O (S)-6-Bromo-N-(2-hydroxypropyl)-N-(4-methoxybenzyl)-1H-indazole-3-carboxamide